CC1=CC=C(C=C1)S(=O)(=O)C#N 4-Toluenesulfonyl cyanide